2-(p-methoxyphenyl)quinazoline COC1=CC=C(C=C1)C1=NC2=CC=CC=C2C=N1